C(C)(C)OC1=NC=2N(C=C1C(=O)O)C=C(N2)C21COC(C2)(C1)COC 7-isopropoxy-2-[1-(methoxymethyl)-2-oxabicyclo[2.1.1]hex-4-yl]imidazo[1,2-a]pyrimidine-6-carboxylic acid